N-methyl-2-((4-methyl-2-(trifluoromethyl)pyrimidin-5-yl)sulfonyl)-N-(oxetan-3-yl)-2-azaspiro[3.3]heptan-6-amine CN(C1CC2(CN(C2)S(=O)(=O)C=2C(=NC(=NC2)C(F)(F)F)C)C1)C1COC1